3-(3-(tert-butyl)-5-(1-(3-tert-butyl-5-methyl-2-hydroxyphenyl)ethyl)-4-hydroxyphenyl)propionic acid methyl ester COC(CCC1=CC(=C(C(=C1)C(C)C1=C(C(=CC(=C1)C)C(C)(C)C)O)O)C(C)(C)C)=O